C(CCCCCCC)N1N=NC(=C1)C1=CC=CC=C1 1-octyl-4-phenyl-1H-1,2,3-triazole